((1-((4-chlorophenyl)sulfonyl)-5-(3-fluorophenyl)-1H-pyrrol-3-yl)methyl)methane-d3-amine ClC1=CC=C(C=C1)S(=O)(=O)N1C=C(C=C1C1=CC(=CC=C1)F)CNC([2H])([2H])[2H]